imidazolyl-ethanone N1C(=NC=C1)C(C)=O